methylbenzylenebenzophenone CC=1C(C(C(=O)C2=CC=CC=C2)C=CC1)=CC1=CC=CC=C1